tri(3,5,3',5'-tetra-tert-butylbiphenyl) phosphite P(O)(O)O.C(C)(C)(C)C=1C=C(C=C(C1)C(C)(C)C)C1=CC(=CC(=C1)C(C)(C)C)C(C)(C)C.C(C)(C)(C)C=1C=C(C=C(C1)C(C)(C)C)C1=CC(=CC(=C1)C(C)(C)C)C(C)(C)C.C(C)(C)(C)C=1C=C(C=C(C1)C(C)(C)C)C1=CC(=CC(=C1)C(C)(C)C)C(C)(C)C